Cl.Cl.Cl.N[C@H](C(=O)OCC(C)(C)C)CC1=CC=C(C=C1)OCCCN1CCC(CC1)=C1C2=C(CCC=3C1=NC=CC3)C=C(C=C2)Cl neopentyl (S)-2-amino-3-(4-(3-(4-(8-chloro-5,6-dihydro-11H-benzo[5,6]cyclohepta[1,2-b]pyridin-11-ylidene)piperidin-1-yl)propoxy)phenyl)-propanoate trihydrochloride